FC1(C[C@@]12CC1=CCCN1C2)F (1R)-2,2-difluorodihydro-1'H,3'H-spiro[cyclopropane-1,2'-pyrrolizine]